N-methyl-chloroacetamide CNC(CCl)=O